FCCCS(=O)(=O)NC1=C(C(=C(C(=C1)F)F)I)F 3-fluoro-N-(2,4,5-trifluoro-3-iodophenyl)-propane-1-sulfonamide